N-(6-bromopyrazin-2-yl)acrylamide BrC1=CN=CC(=N1)NC(C=C)=O